ClC=1C=C(C(=O)NC(NC2=CC=C(C=C2)OC2=C3N=CN(C3=NC=N2)CC2CC2)=O)C=CC1 3-chloro-N-((4-((9-(cyclopropylmethyl)-9H-purin-6-yl)oxy)phenyl)carbamoyl)benzamide